HEXADECANOIC ACID, METHYL ESTER C(CCCCCCCCCCCCCCC)(=O)OC